5-(2-fluoro-6-hydroxy-3-(4-methylpent-1-yn-1-yl)phenyl)-1,2,5-thiadiazolidin-3-one 1,1-dioxide FC1=C(C(=CC=C1C#CCC(C)C)O)N1CC(NS1(=O)=O)=O